FC1=C(N)C=CC(=C1)C=1N=NN(C1)CC1=CC(=C(C(=C1)OC)OC)OC 2-fluoro-4-(1-(3,4,5-trimethoxybenzyl)-1H-1,2,3-triazol-4-yl)aniline